N-(4-(benzyloxy)-5-methoxy-2-nitrobenzoyl)-N-(4-methoxyphenyl)-L-alanine methyl ester COC([C@@H](N(C1=CC=C(C=C1)OC)C(C1=C(C=C(C(=C1)OC)OCC1=CC=CC=C1)[N+](=O)[O-])=O)C)=O